CS(=O)(=O)C1=NC=CC(=N1)C=1C=NC=CC1 2-(methylsulfonyl)-4-(pyridin-3-yl)pyrimidine